C(C=C)(=O)N1[C@H](CN(C[C@H]1C)C1=NC(N2C3=C(C(=C(C=C13)C(F)(F)F)C1CCC(CC1)(F)F)SC[C@@H]2COC)=O)C (S)-7-((3S,5R)-4-acryloyl-3,5-dimethylpiperazin-1-yl)-10-(4,4-difluorocyclohexyl)-3-(methoxymethyl)-9-(trifluoromethyl)-2,3-dihydro-5H-[1,4]thiazino[2,3,4-ij]quinazolin-5-one